COC(=O)C1=NC=C(C=C1)C(=O)O pyridine-2,5-dicarboxylic-2-methyl ester